3-(3-(ethoxycarbonyl)-1-(2-(1-(trifluoromethyl)cyclobutoxy)ethyl)thioureido)-1H-pyrrole-2-carboxylic acid ethyl ester C(C)OC(=O)C=1NC=CC1N(C(=S)NC(=O)OCC)CCOC1(CCC1)C(F)(F)F